3-ethyl-1-propyl-8-(1-(3-(trifluoromethyl)benzyl)-1H-pyrazol-4-yl)-3,7-dihydro-1H-purine-2,6-dione C(C)N1C(N(C(C=2NC(=NC12)C=1C=NN(C1)CC1=CC(=CC=C1)C(F)(F)F)=O)CCC)=O